[Cl-].C(CCCCCCCCCCCCCCCCC)[N+]([Si](C)(C)C)([SiH](C)C)[SiH3] octadecyl-dimethyl-trimethyl-trisilyl-ammonium chloride